C[Si](C#CC1=CC=C(C=C1)S(F)(F)(F)(F)F)(C)C trimethyl((4-(pentafluoro-λ6-sulfaneyl)phenyl)ethynyl)silane